nitro-1-(4-nitrophenyl)-1,3,3-trimethylindan [N+](=O)([O-])C1C(C2=CC=CC=C2C1(C)C)(C)C1=CC=C(C=C1)[N+](=O)[O-]